C(C)[C@](N(C(C(C)(C)C1=CC=C(C=C1)Cl)=O)CC)(CC1=CC=C(C=C1)O)C(=O)N[C@H](CCC(=O)O)C(=O)O.CN1C(=NC=C1)SC=1C=C(C=CC1NS(=O)(=O)C)S(=O)(=O)N 3-[(1-methyl-1H-imidazol-2-yl)thio]-4-[(methylsulfonyl)amino]benzenesulfonamide Diethyl-(2-(4-chlorophenyl)-2-methylpropanoyl)-L-tyrosyl-D-glutamate